dipentyl glutarate dipentyl-adipate C(CCCC)OC(CCCCC(=O)OCCCCC)=O.C(CCCC(=O)OCCCCC)(=O)OCCCCC